FC1=CC=C(C=C1)C=CC(=O)N[C@@H](C)C1=CC2=CC=CC=C2C=C1 (S)-3-(4-Fluoro-phenyl)-N-(1-naphthalen-2-yl-ethyl)-acrylamide